dihydroxy-3,4a,7,7,10a-pentamethyl-1-oxo-3-vinyldodecahydro-1H-benzo[f]chromen-5-yl acetate C(C)(=O)OC1CC2C(C3C(C(C(OC13C)(C=C)C)(O)O)=O)(CCCC2(C)C)C